FC1CC(C1)(C)N1N=C2N=C(C=NC2=C1)C1=C(C=C(C=C1C)C(F)(F)F)O 2-(2-((1R,3R)-3-fluoro-1-methylcyclobutyl)-2H-pyrazolo[3,4-b]pyrazin-6-yl)-3-methyl-5-(trifluoromethyl)phenol